(S)-N-(3-(6-(((S)-2-hydroxypropyl)amino)-2-morpholinylpyrimidin-4-yl)-4-methylphenyl)-3-(2,2,2-trifluoroethyl)pyrrolidine-1-carboxamide O[C@H](CNC1=CC(=NC(=N1)N1CCOCC1)C=1C=C(C=CC1C)NC(=O)N1C[C@@H](CC1)CC(F)(F)F)C